Dimethyl-N-[4-(9-phenyl-9H-carbazol-3-yl)phenyl]-9H-fluoren-2-amine CC1(C2=CC=CC=C2C=2C=CC(=CC12)NC1=CC=C(C=C1)C=1C=CC=2N(C3=CC=CC=C3C2C1)C1=CC=CC=C1)C